FC1CCC(C1)(C(=O)N(C)OC)CC1=CC(=C(C=C1)F)C1=NC=C(C=N1)F 4-fluoro-1-(4-fluoro-3-(5-fluoropyrimidin-2-yl)benzyl)-N-methoxy-N-methylcyclopentane-1-carboxamide